2,4,6-Triethynylpyridine C(#C)C1=NC(=CC(=C1)C#C)C#C